OC(C(C(=O)[O-])(C)C)C 3-hydroxy-2,2-dimethylbutyrate